(((2-(difluoromethyl)phenyl)sulfonyl)difluoromethyl)piperidine FC(C1=C(C=CC=C1)S(=O)(=O)C(F)(F)N1CCCCC1)F